FC1=C(C(=O)N2[C@H](CN(C[C@@H]2C)C(=O)C2=C(C=CC(=C2)OC)F)C)C=CC(=C1)OC ((3S,5S)-4-(2-fluoro-4-methoxybenzoyl)-3,5-dimethylpiperazin-1-yl)(2-fluoro-5-methoxyphenyl)methanone